COC(=O)N[C@H](C(=O)NC=1C(N(C=CC1)CC1=NC2=C(N1C(=O)OC(C)(C)C)C=CC=C2)=O)CC\C=C\C(=O)NC tert-butyl (S,E)-2-((3-(2-((methoxycarbonyl)amino)-7-(methylamino)-7-oxohept-5-enamido)-2-oxopyridin-1(2H)-yl)methyl)-1H-benzo[d]imidazole-1-carboxylate